ClC=1N=C(NC1[C@H]1[C@H](CN(CC1)S(=O)(=O)CCC(=O)N1CCC2(COC2)CC1)C)C1=NC=C(C=C1)F 3-[[(3R,4R)-4-[4-Chloro-2-(5-fluoro-2-pyridyl)-1H-imidazol-5-yl]-3-methyl-1-piperidyl]sulfonyl]-1-(2-oxa-7-azaspiro[3.5]nonan-7-yl)propan-1-one